(R)-2-amino-N-(4-((1-(3-(difluoromethyl)-2-fluorophenyl)ethyl)amino)-2,5-dimethyl-7-oxo-7H-pyrano[2,3-d]pyrimidin-6-yl)-4-fluorobenzamide NC1=C(C(=O)NC2=C(C3=C(N=C(N=C3N[C@H](C)C3=C(C(=CC=C3)C(F)F)F)C)OC2=O)C)C=CC(=C1)F